(S)-N-((S)-3-(2-chloro-4-hydroxyphenyl)-2-(dimethylamino)propyl)-4-cyclopropyl-3-(pyridin-4-yl)butanamide ClC1=C(C=CC(=C1)O)C[C@@H](CNC(C[C@H](CC1CC1)C1=CC=NC=C1)=O)N(C)C